ClC1=C(C=CC(=C1)Cl)C(C(C)NC(=O)C=1C(=NN(C1)C)C(F)F)OC N-[2-(2,4-dichlorophenyl)-2-methoxy-1-methylethyl]-3-(difluoro-methyl)-1-methyl-1H-pyrazole-4-carboxamide